(1R,4R)-4-((1,3-dioxo-1,3-dihydro-isoindol-2-yl)methyl)cyclohexane O=C1N(C(C2=CC=CC=C12)=O)CC1CCCCC1